BrC=1C(=NC=NC1)NC=1C(=C2N=CC=NC2=CC1)P(=O)(OC)OC 5-bromo-4-((5-(dimethylphosphono)quinoxalin-6-yl)amino)pyrimidine